5-methoxy-3-(1-methyl-2-oxopyrrolidin-3-yl)-1H-indole-1-carboxylic acid tert-butyl ester C(C)(C)(C)OC(=O)N1C=C(C2=CC(=CC=C12)OC)C1C(N(CC1)C)=O